4-(4-chlorophenyl)-2-{[1-(2-fluorophenyl)-1H-1,2,3-triazol-4-yl]Methyl}-1H-imidazole-5-carboxylic acid ethyl ester C(C)OC(=O)C1=C(N=C(N1)CC=1N=NN(C1)C1=C(C=CC=C1)F)C1=CC=C(C=C1)Cl